ClC=1C=C(C=CC1)[C@@H]1[C@H](C1)C(=O)NC1=NC=CC(=C1)NCC=1N=C2N(C=C(C=C2)C2CC2)C1 (1S,2S)-2-(3-chlorophenyl)-N-(4-(((6-cyclopropylimidazo[1,2-a]pyridin-2-yl)methyl)amino)pyridin-2-yl)cyclopropane-1-carboxamide